1-[1-(4-Nitrophenyl)piperidin-4-yl]piperazine [N+](=O)([O-])C1=CC=C(C=C1)N1CCC(CC1)N1CCNCC1